tetramethylolmethane tris((β-aziridinyl) propionate) N1(CC1)CCC(=O)O.N1(CC1)CCC(=O)O.N1(CC1)CCC(=O)O.C(O)C(CO)(CO)CO